CC([C@@H]1[C@H]([C@H]([C@@H](O1)N1C=NC=2C(N)=NC=NC12)O)O)(O)C (dimethyl)adenosine